((4-(4-((2-(2-hydroxypropan-2-yl)-1H-imidazol-1-yl)methyl)phenyl)-2-isobutylthiazol-5-yl)sulfonyl)carbamate OC(C)(C)C=1N(C=CN1)CC1=CC=C(C=C1)C=1N=C(SC1S(=O)(=O)NC([O-])=O)CC(C)C